OCCS(=O)(=O)NC1=CC(=C(C=C1)N1N=NC(=C1)C1=NC(=NC(=C1)C)N1CCCCC1)N1CCC2(CC2)CC1 2-hydroxy-N-(4-(4-(6-methyl-2-(piperidin-1-yl)pyrimidin-4-yl)-1H-1,2,3-triazol-1-yl)-3-(6-azaspiro[2.5]octan-6-yl)phenyl)ethanesulfonamide